tert-butyl (3R*,4R*)-4-[{[3,5-bis(trifluoromethyl)phenyl](methyl)carbamoyl}(methyl)amino]-3-[4-(trifluoromethyl)phenyl]piperidine-1-carboxylate FC(C=1C=C(C=C(C1)C(F)(F)F)N(C(=O)N([C@H]1[C@@H](CN(CC1)C(=O)OC(C)(C)C)C1=CC=C(C=C1)C(F)(F)F)C)C)(F)F |o1:16,17|